ethyl 2-(4-((7-methoxypyridino[2,3-d]pyrimidin-4-yl)amino)phenyl)acetate COC=1C=CC2=C(N=CN=C2NC2=CC=C(C=C2)CC(=O)OCC)N1